C(C)(C)(C)OC(=O)N[C@@H](C(=O)OC)CCC(CC1CCC(CC1)OC)=O methyl (R)-2-((tert-butoxycarbonyl)amino)-6-((1r,4R)-4-methoxycyclohexyl)-5-oxohexanoate